[N-](C#N)C#N.C(CCC)C1=NC=CN1C butyl-3-methylimidazole dicyanamide salt